Nα-(tert-butoxycarbonyl)-L-glutamine C(C)(C)(C)OC(=O)N[C@@H](CCC(N)=O)C(=O)O